ClC=1C=CC2=C(C(=NCC=3N2N=C(C3)C(=O)O)C3=C(C=CC=C3)Cl)C1 8-chloro-6-(2-chlorophenyl)-4H-pyrazolo[1,5-a][1,4]benzodiazepine-2-carboxylic acid